(3aR,5s,6aS)-N-(6-phenyl-pyridazin-3-yl)-2-(tetrahydro-pyran-4-ylmethyl)-3,3a,4,5,6,6a-hexahydro-1H-cyclopenta[c]pyrrol-5-amine C1(=CC=CC=C1)C1=CC=C(N=N1)NC1C[C@@H]2[C@@H](CN(C2)CC2CCOCC2)C1